C=O (S)-methanone